6-methylimidazo[1,2-a]pyridin CC=1C=CC=2N(C1)C=CN2